(cis)-4-((5-(N-(4-bromo-2-cyclopropyl-5-methylphenyl)but-2-ynamido)-1-methyl-1H-pyrazolo[4,3-b]pyridin-3-yl)oxy)cyclohexane-1-carboxylic acid BrC1=CC(=C(C=C1C)N(C(C#CC)=O)C1=CC=C2C(=N1)C(=NN2C)O[C@H]2CC[C@H](CC2)C(=O)O)C2CC2